diethyl (5S)-1-benzoyl-5-methoxymethyloxy-piperidine-2,2-dicarboxylate C(C1=CC=CC=C1)(=O)N1C(CC[C@@H](C1)OCOC)(C(=O)OCC)C(=O)OCC